C(C)(=O)[C@]1(O)[C@H](O)[C@@H](O)[C@@H](O)[C@H](O1)CO acetyl-beta-galactose